COCCN(C(C=C)=O)CCOC N,N-bis(2-methoxyethyl)acrylamide